N-((2R,3S)-1-(3-fluoro-4-hydroxypyridin-2-yl)-2-((((CIS)-4-phenylcyclohexyl)oxy)methyl)piperidin-3-yl)methanesulfonamide FC=1C(=NC=CC1O)N1[C@H]([C@H](CCC1)NS(=O)(=O)C)CO[C@@H]1CC[C@@H](CC1)C1=CC=CC=C1